F[P-](F)(F)(F)(F)F.N1(N=NC2=C1C=CC=C2)OC(=[N+](C)C)N(C)C 2-(1H-benzotriazol-1-yl)-1,1,3,3-tetramethyluronium hexafluorophosphat